Tert-Butyl (4-aminobicyclo[2.2.2]octan-1-yl)carbamate NC12CCC(CC1)(CC2)NC(OC(C)(C)C)=O